5-Iodo-7-((2-(trimethylsilyl)ethoxy)methyl)-7H-pyrrolo[2,3-d]pyrimidin-4-amine IC1=CN(C=2N=CN=C(C21)N)COCC[Si](C)(C)C